piperidin-4-yl carbonate C(OC1CCNCC1)([O-])=O